ClC1=CC=C(C=C1)N1N=C(C=C1)OCC(C)=O 1-((1-(4-chlorophenyl)-1H-pyrazol-3-yl)oxy)propan-2-one